C(C1=CC=CC=C1)OC=1CCC=2CCCC3(CCC=4C(=NC(=NC4C3)SC)N3C[C@H]4CC[C@@H](C3)N4C(=O)OC(C)(C)C)C2C1 tert-Butyl (1R,5S)-3-(7-(benzyloxy)-2'-(methylthio)-3,4,5',8'-tetrahydro-2H,6H-spiro[naphthalene-1,7'-quinazolin]-4'-yl)-3,8-diazabicyclo[3.2.1]octane-8-carboxylate